BrC1=CC=C(C=C1)N1C(C(CC1)C=1N=C(SC1)NS(=O)(=O)C1CC1)=O N-(4-(1-(4-Bromophenyl)-2-oxopyrrolidin-3-yl)thiazol-2-yl)cyclopropanesulfonamide